N-(4-aminopiperidin-1-yl)-5-chloro-2,3-dihydrobenzofuran-2-carboxamide 2,2,2-trifluoroacetate salt FC(C(=O)O)(F)F.NC1CCN(CC1)NC(=O)C1OC2=C(C1)C=C(C=C2)Cl